1-(2-(4-((5-(3-(2-(pyridin-3-yl)ethyl)ureido)-2-(pyridin-4-yl)phenyl)ethynyl)benzamido)ethyl)piperidin N1=CC(=CC=C1)CCNC(NC=1C=CC(=C(C1)C#CC1=CC=C(C(=O)NCCN2CCCCC2)C=C1)C1=CC=NC=C1)=O